C(C)(C)(C)OC(=O)N1C[C@H](CCC1)C1=CC=C(C=C1)C=1C=CC=2N(N1)C(=CC2Cl)C(=O)N 2-[4-[(3R)-tert-butoxyformylpiperidin-3-yl]-phenyl]-5-chloro-pyrrolo[1,2-b]pyridazine-7-carboxamide